BrC1=NC=C(C(=C1)N1CC(=C(C=C1C)OC([2H])([2H])C1=C(C=C(C=C1)F)F)Cl)C 2'-Bromo-3-chloro-4-((2,4-difluorophenyl)methoxy-d2)-5',6-dimethyl-2H-[1,4'-bipyridine]